N,N-bis-(1,1'-biphenyl-4-yl)-3'-9-carbazolyl-1,1'-biphenyl-4-ylamine C1(=CC=C(C=C1)N(C1=CC=C(C=C1)C1=CC=CC=C1)C1=CC=C(C=C1)C1=CC(=CC=C1)N1C2=CC=CC=C2C=2C=CC=CC12)C1=CC=CC=C1